rac-4-((2R,3R,4S)-3-(3,4-difluoro-2-methoxyphenyl)-4-methoxy-5,5-dimethyltetrahydrofuran-2-carboxamido)picolinamide FC=1C(=C(C=CC1F)[C@H]1[C@@H](OC([C@H]1OC)(C)C)C(=O)NC1=CC(=NC=C1)C(=O)N)OC |r|